O=C1N(C(CC1)=O)OC(=O)C1=CC(=C(OC(=O)C=2C3=CC=CC=C3[N+](=C3C=CC=CC23)CCCS(=O)(=O)[O-])C(=C1)C)C 3-[9-[4-(2,5-dioxopyrrolidin-1-yl)oxycarbonyl-2,6-dimethylphenoxy] carbonylacridin-10-ium-10-yl]propane-1-sulfonate